2,3-Dihydro-1H-perimidin N1CNC2=CC=CC3=CC=CC1=C23